4''-((2-butyl-4-oxo-1,3-diazaspiro[4.4]non-1-en-3-yl)methyl)-[1,1':3',1''-terphenyl]-4'-carbonitrile C(CCC)C1=NC2(C(N1CC1=CC=C(C=C1)C=1C=C(C=CC1C#N)C1=CC=CC=C1)=O)CCCC2